citric acid mono-silver [Ag].C(CC(O)(C(=O)O)CC(=O)O)(=O)O